O=C1/C(/CC12CCN(CC2)C(=O)OC(C)(C)C)=C/C2=C(C=CC=C2)C=2N=CN(C2)C(C2=CC=CC=C2)(C2=CC=CC=C2)C2=CC=CC=C2 tert-butyl (2E)-1-oxo-2-([2-[1-(triphenylmethyl)-1H-imidazol-4-yl]phenyl]methylidene)-7-azaspiro[3.5]nonane-7-carboxylate